1-bromo-7-(trimethylgermyl)benzofuro[2,3-c]pyridine BrC1=NC=CC2=C1OC1=C2C=CC(=C1)[Ge](C)(C)C